3,3'-Pentamethylenebis{1-[3-(triethoxysilyl)propyl]-1,2,4-triazole} C(C)O[Si](CCCN1N=C(N=C1)CCCCCC1=NN(C=N1)CCC[Si](OCC)(OCC)OCC)(OCC)OCC